Cl.NC/C(/CN1N=CN(C1=O)CC1=CC=C(S1)C1=CC2=C(NC(CO2)=O)C=C1)=C\F 7-[5-(1-[(2E)-2-(aminomethyl)-3-fluoroprop-2-en-1-yl]-5-oxo-1,5-dihydro-4H-1,2,4-triazol-4-ylmethyl)thiophen-2-yl]-2H-1,4-benzoxazin-3(4H)-one hydrochloride